ClC1=C(OC2=CC(=CC3=C2NC(=NS3(=O)=O)NCC3=NC=CC=C3Cl)OC)C=CC=C1 5-(2-chlorophenoxy)-3-(((3-chloropyridin-2-yl)methyl)amino)-7-methoxy-4H-benzo[e][1,2,4]thiadiazine 1,1-dioxide